4-[2-(1H-1,2,3-triazole-1-yl)phenyloxy]-N-(2-methoxy-5-(4-methylpiperazin-1-yl)phenyl)-5-methylpyrimidine-2-amine N1(N=NC=C1)C1=C(C=CC=C1)OC1=NC(=NC=C1C)NC1=C(C=CC(=C1)N1CCN(CC1)C)OC